4-((2-ethoxy-2-oxoethyl)amino)pentanoate C(C)OC(CNC(CCC(=O)[O-])C)=O